(S,E)-3-((3-(3-(2-(4-(dimethylamino)-N-methylbut-2-enamido)propanamido)propoxy)phenyl)amino)-6-ethyl-5-(methyl(tetrahydro-2H-pyran-4-yl)amino)pyrazine-2-carboxamide CN(C/C=C/C(=O)N(C)[C@H](C(=O)NCCCOC=1C=C(C=CC1)NC=1C(=NC(=C(N1)N(C1CCOCC1)C)CC)C(=O)N)C)C